N[C@H](C(=O)OC(C)(C)C)C(C)C1=C(C(=CC=C1F)C)C tert-butyl (2S)-2-amino-3-(6-fluoro-2,3-dimethylphenyl)butanoate